4-((S)-3-(cyanomethyl)piperazin-1-yl)-N-((R)-1-(dimethylamino)propan-2-yl)-3-methyl-7-(8-methylnaphthalen-1-yl)-5,6,7,8-tetrahydro-1,7-naphthyridine-2-carboxamide C(#N)C[C@H]1CN(CCN1)C1=C(C(=NC=2CN(CCC12)C1=CC=CC2=CC=CC(=C12)C)C(=O)N[C@@H](CN(C)C)C)C